NC1=NC2=CC(=CC=C2C=C1Br)OC[C@H]1C[C@H]([C@@H]([C@@]1(O)C)O)N1C=CC2=C1N=CN=C2NC (1R,2S,3R,5R)-5-(((2-amino-3-bromoquinolin-7-yl)oxy)methyl)-1-methyl-3-(4-(methylamino)-7H-pyrrolo[2,3-d]pyrimidin-7-yl)cyclopentane-1,2-diol